C1(CCCC1)C1CC(NCC1)=O 4-cyclopentylpiperidin-2-one